C(C=1C(O)=CC=CC1)=NC1=C(C=CC=C1)N=CC=1C(O)=CC=CC1 N,N'-disalicylidene-1,2-phenylenediamine